CCCCCCCC1=CC(=O)C2=CC=CC=C2N1 The molecule is a quinolone consisting of quinolin-4(1H)-one carrying a heptyl substituent at position 2. It has a role as an antibacterial agent, an iron chelator, a signalling molecule and a metabolite. It is a tautomer of a 2-heptyl-4-hydroxyquinoline.